NCC1CCC(CC1)N1C2=NC(=NC=C2N=C1NC1=C(C=CC(=C1)C(F)(F)F)F)NC1(CCOCC1)C ((1S,4S)-4-(aminomethyl)cyclohexyl)-N8-(2-fluoro-5-(trifluoromethyl)phenyl)-N2-(4-methyltetrahydro-2H-pyran-4-yl)-9H-purine-2,8-diamine